Heptadecan-9-yl (Z)-8-((3-(3,3-dimethylthioureido)propyl)(8-(non-2-en-1-yloxy)-8-oxooctyl)amino)octanoate CN(C(NCCCN(CCCCCCCC(=O)OC(CCCCCCCC)CCCCCCCC)CCCCCCCC(=O)OC\C=C/CCCCCC)=S)C